NC1=[N+](C=CC=C1)N di-aminopyridinium